[In].[Sn].[Zn] zinc-tin-indium